3-(5-((7-(2,2-difluoro-7-azaspiro[3.5]nonan-7-yl)heptyl)amino)-4-oxo-2-(trifluoromethyl)quinazolin-3(4H)-yl)piperidine-2,6-dione FC1(CC2(C1)CCN(CC2)CCCCCCCNC2=C1C(N(C(=NC1=CC=C2)C(F)(F)F)C2C(NC(CC2)=O)=O)=O)F